C(CCCCCCC\C=C/C\C=C\C)CC(=O)[O-] (9Z,12E)-Tetradeca-9,12-dien-1-ylacetate